isoquinoline-8(7H)-carboxamide C1=NC=CC2=CCCC(=C12)C(=O)N